[Zn].[Al].[Ga] gallium aluminum zinc